(2R,3S,4S)-4-hydroxy-2-[(4-methoxyphenyl)methyl]pyrrolidin-3-yl N-[2-(pyridin-4-yl)ethyl]carbamate N1=CC=C(C=C1)CCNC(O[C@H]1[C@H](NC[C@@H]1O)CC1=CC=C(C=C1)OC)=O